benzyltriflate C(C1=CC=CC=C1)OS(=O)(=O)C(F)(F)F